4-Trimethoxysilyltetracyclo[6.2.1.13,6.02,7]Dodeca-9-ene CO[Si](C1C2C3C4C=CC(C3C(C1)C2)C4)(OC)OC